methylmalonylCoA CC(C(=O)SCCNC(CCNC([C@@H](C(COP(OP(OC[C@@H]1[C@H]([C@H]([C@@H](O1)N1C=NC=2C(N)=NC=NC12)O)OP(=O)(O)O)(=O)O)(=O)O)(C)C)O)=O)=O)C(=O)O